FC(COC1=C(C=CC=C1)C1=NC=CC2=C1CN(C2=O)C2=NC=C(C=C2)C(F)(F)F)(F)F 4-[2-(2,2,2-trifluoroethoxy)phenyl]-2-[5-(trifluoromethyl)pyridin-2-yl]-2,3-dihydro-1H-pyrrolo[3,4-c]pyridin-1-one